(E)-3-(4-((2-(3,5-dimethylbenzoyl)-6-fluorobenzo[b]thiophen-3-yl)oxy)phenyl)acrylic acid CC=1C=C(C(=O)C2=C(C3=C(S2)C=C(C=C3)F)OC3=CC=C(C=C3)/C=C/C(=O)O)C=C(C1)C